C(C)(OCCCC)(OCCCC)OCCCC tributyl orthoacetate